6-[5,6-difluoro-8-(methylamino)-4-pyrrolidin-1-yl-9H-pyrido[2,3-b]indol-3-yl]-4-oxo-1-pyrrolidin-3-yl-1,8-naphthyridine-3-carboxylic acid FC1=C2C3=C(NC2=C(C=C1F)NC)N=CC(=C3N3CCCC3)C=3C=C1C(C(=CN(C1=NC3)C3CNCC3)C(=O)O)=O